NC=1N=CC2=CC(=CC(=C2C1)N1C[C@@H](CC1)N(C(OC(C)(C)C)=O)C)C1=C(C=CC=C1C)F tert-butyl N-[(3R)-1-[3-amino-7-(2-fluoro-6-methyl-phenyl)-5-isoquinolyl]pyrrolidin-3-yl]-N-methyl-carbamate